C(=O)(OC(C)(C)C)N1CCNCC1 N-Bocpiperazine